ClCCCN[C@H](C)C1=CC=CC2=CC=CC=C12 (R)-3-chloro-N-(1-(naphthalene-1-yl)ethyl)propan-1-amine